C(C)(C)(C)OC(=O)N(C/C=C/C(=O)NOCCC1=CC=CC=C1)CCCCN1C2=C(CCC3=C1C=CC=C3)C=CC(=C2)Cl (E)-4-{tert-butoxycarbonyl-[4-(3-chloro-10,11-dihydro-5H-dibenzo[b,f]azepin-5-yl)butylamino]}-N-(2-phenylethyloxy)-but-2-enamide